2-amino-5-(benzyloxy)-5-oxopentanoic acid NC(C(=O)O)CCC(=O)OCC1=CC=CC=C1